2-methyl-3-(4,5-dibromothien-2-yl)-3-oxopropanoic acid methyl ester COC(C(C(=O)C=1SC(=C(C1)Br)Br)C)=O